7-methyl-5-(4-(pyrimidin-2-yloxy)phenyl)-6-(2-azaspiro-[3.5]non-6-en-7-yl)-7H-pyrrolo[2,3-d]pyrimidin-4-amine CN1C(=C(C2=C1N=CN=C2N)C2=CC=C(C=C2)OC2=NC=CC=N2)C2=CCC1(CNC1)CC2